C(CCCCCCCCCCCCCCC)C(CCCCCCC)F hexadecyl-fluorooctane